BrC1=CC=C(C=C1)CCC=1C=CC(=C(C1)O)OC 5-[2-(4-bromophenyl)ethyl]-2-methoxyphenol